(3-(4-(benzo[d]thiazol-7-yl)phenyl)azetidin-1-yl)(2-ethynylthiazol-4-yl)methanone S1C=NC2=C1C(=CC=C2)C2=CC=C(C=C2)C2CN(C2)C(=O)C=2N=C(SC2)C#C